ClC=1C=C(NC=2C3=C(N=CN2)C=CC(=N3)N3CC2(CCN2C(=O)OC(C)(C)C)C3)C=C(C1)F tert-butyl 6-[4-(3-chloro-5-fluoro-anilino)pyrido[3,2-d]pyrimidin-6-yl]-1,6-diazaspiro[3.3]heptane-1-carboxylate